ClC=1C=CC(=NC1)NC(C=1N(C(=C(N1)I)C)COCC[Si](C)(C)C)C1=CC(=C(C=C1)Cl)F 5-chloro-N-((4-chloro-3-fluorophenyl)(4-iodo-5-methyl-1-((2-(trimethylsilyl)ethoxy)methyl)-1H-imidazol-2-yl)methyl)pyridin-2-amine